5-butyl-2-(3-chlorophenyl)-2,4-dihydro-3H-1,2,4-triazol-3-one C(CCC)C=1NC(N(N1)C1=CC(=CC=C1)Cl)=O